1-(5-(3-cyclohexyl-1,2,4-oxadiazol-5-yl)-2-azabicyclo[2.2.1]heptan-2-yl)-2-(4-methyl-1,2,5-oxadiazol-3-yl)ethan-1-one C1(CCCCC1)C1=NOC(=N1)C1C2CN(C(C1)C2)C(CC2=NON=C2C)=O